CC1(NC(CC(C1)=O)(C)C)C 2,2,6,6-tetramethyl-4-oxopiperidin